S(=O)(=O)(OO)O peroxymonosulphuric acid